ClCC(=O)N[C@@H](CO)C1=C(C=CC=C1)C (R)-2-chloro-N-(2-hydroxy-1-(o-tolyl)ethyl)acetamide